N-methyl-1-(6-methylpyridin-2-yl)methylamine CNCC1=NC(=CC=C1)C